NC1=C2CN(C(C2=CC=C1)=O)N1C(CCCC1=O)=O 4-amino-1-oxo-1,3-dihydro-isoindol-2-yl-piperidine-2,6-dione